FC1=CC=C(C)C=C1 L-4-fluorotoluene